ClC=1C=CC(=C(C1)C1=CC=C(N1C)C)C(=O)N1CC2=CC=CC=C2C(C1)CO 5-(5-chloro-2-{[4-(hydroxymethyl)-3,4-dihydroisoquinolin-2(1H)-yl]carbonyl}phenyl)-1,2-dimethyl-1H-pyrrole